CN1CCCC1=O methylpyrrolidone